2-fluoro-4-methyl-5-(methylsulfonyl)-benzoic acid FC1=C(C(=O)O)C=C(C(=C1)C)S(=O)(=O)C